C[Al](C)C.[Al] aluminum (trimethyl-aluminum)